C(C)(C)(C)OC(=O)N1C(CN(C(C1)F)Cl)C1=C(C=CC=C1)CNNS(=O)(=O)CC1=CC=CC=C1 4-chloro-5-fluoro-2-(((2-toluenesulfonyl-hydrazino)methyl)phenyl)piperazine-1-carboxylic acid tert-butyl ester